C(C1=CC=CC=C1)OC\C(\C)=N\S(=O)C(C)(C)C (E)-N-(1-(benzyloxy)propan-2-ylidene)-2-methylpropane-2-sulfinamide